C(C)(C)(C)OC(=O)N1C(=CC=C1)C1=CC(=CC=C1)C(=O)OC 2-(3-(methoxycarbonyl)phenyl)-1H-pyrrole-1-carboxylic acid tert-butyl ester